pyrido(2,3-d)pyrimidin-2(1H)-one N1C(N=CC2=C1N=CC=C2)=O